C(C)(C)(C)OC(=O)N1C(CC1)C#C.OC1CC2(CCOCC2)OC2=CC(=C(C=C12)C1COC2=CC(=CC=C2C1=O)OCOCCOC)OCOCCOC 3-(4-hydroxy-7-((2-methoxyethoxy)methoxy)-2',3',5',6'-tetrahydrospiro[chromane-2,4'-pyran]-6-yl)-7-((2-methoxyethoxy)methoxy)chromane-4-one tert-butyl-2-ethynylazetidine-1-carboxylate